COC1=C(C=CC=C1)C1=NC=NO1 5-(2-methoxyphenyl)-1,2,4-oxadiazole